N-ethyl-N-(2-hydroxy-3-sulphoprolyl)-3-methylaniline C(C)N(C1=CC(=CC=C1)C)C([C@]1(NCCC1S(=O)(=O)O)O)=O